(R)-9-chloro-2-phenyl-1,2,3,10b-tetrahydrobenzo[e]imidazo[1,5-c][1,2,3]oxathiazine 5,5-dioxide ClC=1C=CC2=C([C@H]3N(S(O2)(=O)=O)CN(C3)C3=CC=CC=C3)C1